3-(15-hydroxypentadecyl)-2-methylcyclohex-2-en-1-one OCCCCCCCCCCCCCCCC1=C(C(CCC1)=O)C